N-(3-(5-mercapto-1H-tetrazol-1-yl)phenyl)acetamide (2S,4S)-tert-Butyl-2-((benzyloxycarbonylamino)methyl)-4-(tert-butyldimethylsilyloxy)pyrrolidine-1-carboxylate C(C)(C)(C)OC(=O)N1[C@@H](C[C@@H](C1)O[Si](C)(C)C(C)(C)C)CNC(=O)OCC1=CC=CC=C1.SC1=NN=NN1C=1C=C(C=CC1)NC(C)=O